C(N(C([S-])=S)CCCCCCCCCCCCC)N(C([S-])=S)CCCCCCCCCCCCC methylenebis(tridecyldithiocarbamate)